C1(=CC=C(C=C1)NC1=CC=2C(C3=CC=CC(=C3C2C=C1)C)(C)C)C=1C(=CC=CC1)C1=CC=CC=C1 N-([1,1':2',1''-terphenyl]-4-yl)-5,9,9-trimethyl-9H-fluoren-2-amine